[Ni].C(C)OPC.[Cl] chlorine (ethoxy)(methyl)phosphine nickel